butyl 5-((3-fluorophenyl)(hydroxy)methyl)thiazol-2-ylcarbamate FC=1C=C(C=CC1)C(C1=CN=C(S1)NC(OCCCC)=O)O